N-(2-chloro-4-methylphenyl)-2-((1-(4-methoxyphenyl)-1H-benzo[d]imidazol-2-yl)thio)propanamide ClC1=C(C=CC(=C1)C)NC(C(C)SC1=NC2=C(N1C1=CC=C(C=C1)OC)C=CC=C2)=O